(S)-2-(4'-chloro-3',5'-difluoro-3-methyl-[1,1'-biphenyl]-4-yl)-2-((2R,3R,4R,5R,6R)-3,4,5-tris(benzyloxy)-6-((phenylmethoxy)methyl)tetrahydro-2H-pyran-2-yl)ethan-1-ol ClC1=C(C=C(C=C1F)C1=CC(=C(C=C1)[C@@H](CO)[C@H]1O[C@@H]([C@H]([C@@H]([C@@H]1OCC1=CC=CC=C1)OCC1=CC=CC=C1)OCC1=CC=CC=C1)COCC1=CC=CC=C1)C)F